C(#C)C=1C(=C(C(=CC1)C1=NN=C(C=2CCCCC12)NC1CC(C1)(C)O)O)F 3-ethynyl-2-fluoro-6-(4-((cis-3-hydroxyl-3-methylcyclobutyl)amino)-5,6,7,8-tetrahydrophthalazin-1-yl)phenol